sodium α-aminoisohexanoate NC(C(=O)[O-])CC(C)C.[Na+]